O.[Al] aluminum compound with water